(R)-4-(5-(4-(benzyloxy)-4-oxobutan-2-yl)-6-chloropyrimidin-4-yl)piperazine-1-carboxylic acid tert-butyl ester C(C)(C)(C)OC(=O)N1CCN(CC1)C1=NC=NC(=C1[C@H](C)CC(=O)OCC1=CC=CC=C1)Cl